bis((+)-pyridinediol) diboronate B(O)OBO.N1=C(C(=CC=C1)O)O.N1=C(C(=CC=C1)O)O